O[C@@]1(C(N(CC1)C)=O)C1=CC(=NO1)C=1C=C(C=CC1)N1N=C(C(=C1)C)C(=O)N (R)-1-(3-(5-(3-Hydroxy-1-methyl-2-oxopyrrolidin-3-yl)isoxazol-3-yl)phenyl)-4-methyl-1H-pyrazole-3-carboxamide